racemic-(1S,3R)-N,2,2,3-tetramethyl-3-((6-(1-methyl-1H-pyrazol-4-yl)pyrazolo[1,5-a]pyrazin-4-yl)oxy)cyclobutan-1-amine CN[C@@H]1C([C@@](C1)(OC=1C=2N(C=C(N1)C=1C=NN(C1)C)N=CC2)C)(C)C |r|